C(C1=CC=CC=C1)NC(COC1=C(C=C(C=C1)C=O)OC)=O N-BENZYL-2-(4-FORMYL-2-METHOXYPHENOXY)ACETAMIDE